perfluoro-1,9-decanediol FC(C(C(C(C(C(C(C(C(C(F)(F)F)(O)F)(F)F)(F)F)(F)F)(F)F)(F)F)(F)F)(F)F)(O)F